(pyridin-3-yl)propane-1,3-diol N1=CC(=CC=C1)C(CCO)O